2-(4-chloro-3-(trifluoromethyl)phenoxy)-N-(7-cyano-7-azabicyclo[2.2.1]heptan-2-yl)acetamide ClC1=C(C=C(OCC(=O)NC2C3CCC(C2)N3C#N)C=C1)C(F)(F)F